C(C)(C)(C)OC(=O)N1CCC(CC1)C(OC1=NN(C(=C1)C(F)(F)F)C)C1=CC=C(C=C1)F 4-((4-fluorophenyl)((1-methyl-5-(trifluoromethyl)-1H-pyrazol-3-yl)oxy)methyl)piperidine-1-carboxylic acid tert-butyl ester